3-[5-[1-[[4-[(3R,5R)-5-[(5-bromo-1-methyl-6-oxo-pyridazin-4-yl)amino]-1-methyl-3-piperidyl]phenyl]methyl]pyrrolidin-3-yl]-1-oxo-isoindolin-2-yl]piperidine-2,6-dione BrC1=C(C=NN(C1=O)C)N[C@@H]1C[C@@H](CN(C1)C)C1=CC=C(C=C1)CN1CC(CC1)C=1C=C2CN(C(C2=CC1)=O)C1C(NC(CC1)=O)=O